ClC1=CC=C(C=C1)N=C=O 4-Chloro-phenylisocyanate